(1R,3s,5S)-8-phenyl-8-azabicyclo[3.2.1]octan-3-amine C1(=CC=CC=C1)N1[C@H]2CC(C[C@@H]1CC2)N